NCCNCCNCCNCCN N1-(2-aminoethyl)-N2-(2-((2-aminoethyl)amino)ethyl)ethane-1,2-diamine